FC(C1=CC=C(OC=2C=CC=C3C=CNC23)C=C1)(F)F 7-(4-(trifluoromethyl)phenoxy)-1H-indole